2-(2-(4-amino-6-(methoxymethyl)-9H-pyrimido[4,5-b]indol-9-yl)acetyl)-N-(6-bromopyridin-2-yl)-2-azabicyclo[3.1.0]hexane-3-carboxamide NC1=NC=NC=2N(C3=CC=C(C=C3C21)COC)CC(=O)N2C1CC1CC2C(=O)NC2=NC(=CC=C2)Br